1-(2-((1-methyl-1H-pyrazol-5-yl)amino)benzyl)cyclopropane-1-carboxylic acid CN1N=CC=C1NC1=C(CC2(CC2)C(=O)O)C=CC=C1